C1=CC=CC=2C3=CC=CC=C3C(C12)COC(=O)NCC12CC(C1)(C2)C(=O)O[C@H](C(=O)OC(C)(C)C)CC2=CC=CC=C2 tert-butyl (2S)-2-[3-([[(9H-fluoren-9-ylmethoxy)carbonyl]amino]methyl)bicyclo[1.1.1]pentane-1-carbonyloxy]-3-phenylpropanoate